4-(6-((4-(6-Iodoimidazo[1,2-a]pyridin-3-yl)pyrimidin-2-yl)amino)pyridin-3-yl)piperazin IC=1C=CC=2N(C1)C(=CN2)C2=NC(=NC=C2)NC2=CC=C(C=N2)N2CCNCC2